BrC1=C(C(=NC=C1I)N)C(=C)C1=CC(=CC=C1)OC(C)C 4-bromo-5-iodo-3-[1-(3-isopropoxyphenyl)vinyl]pyridin-2-amine